(S)-ethyl 2-((2-(4-cyanophenyl)propyl)amino)-2-(1-methyl-1H-pyrazol-4-yl)acetate C(#N)C1=CC=C(C=C1)C(CN[C@H](C(=O)OCC)C=1C=NN(C1)C)C